FC(N1N=CC(=C1)C1=C(N=C2C(=CC=NC2=C1)OC1=C(C=C(C=C1)NC(=O)C=1C=NC(=C(C1O)C1=CC=C(C=C1)F)C)F)OC)F N-[4-[[7-[1-(Difluoromethyl)pyrazol-4-yl]-6-methoxy-1,5-naphthyridin-4-yl]oxy]-3-fluorophenyl]-5-(4-fluorophenyl)-4-hydroxy-6-methylpyridine-3-carboxamide